ClC1=CC2=C(OCCN2CC2=CC=C(C=C2)C=2N(C=C(N2)C(F)(F)F)C)C=N1 2-[4-({7-chloro-2H,3H-pyrido[3,4-b][1,4]oxazin-1-yl}methyl)phenyl]-1-methyl-4-(trifluoromethyl)imidazole